FN(S(=O)(=O)C1=CC=C(C=C1)C)S(=O)(=O)C1=CC=CC=C1 N-fluoro-4-methyl-N-(benzenesulfonyl)benzenesulfonamide